N[C@@H]1CNCCC[C@@]1(O)CC (3R,4S)-3-amino-4-ethylazepan-4-ol